5-(2-chloro-4-(1-cyclobutyl-2-phenyl-3-((tetrahydro-2H-pyran-2-yl)oxy)propan-2-yl)quinazolin-6-yl)-1,3-dimethylpyridin-2(1H)-one ClC1=NC2=CC=C(C=C2C(=N1)C(CC1CCC1)(COC1OCCCC1)C1=CC=CC=C1)C=1C=C(C(N(C1)C)=O)C